FC=1C=C2CC(CC2=CC1)NC1=NC=C(C=N1)C1=NNC(O1)=O 5-(2-((5-fluoro-2,3-dihydro-1H-inden-2-yl)amino)pyrimidin-5-yl)-1,3,4-oxadiazol-2(3H)-one